OC1=C(C=CC=C1)N1NC2=C(N1)C=CC=C2 2-(2-hydroxyphenyl)-1H-benzotriazole